3-(4-chloro-1H-pyrazol-1-yl)-3-(((6-chloro-2-(trifluoromethyl)quinolin-4-yl)amino)methyl)azetidine-1-carboxamide ClC=1C=NN(C1)C1(CN(C1)C(=O)N)CNC1=CC(=NC2=CC=C(C=C12)Cl)C(F)(F)F